2-[[2-(2-isopropylphenyl)-7-[methoxy-[4-[1-methyl-4-(trifluoromethyl)imidazol-2-yl]phenyl]methyl]pyrrolo[3,2-d]pyrimidin-5-yl]methoxy]ethyl-trimethyl-silane C(C)(C)C1=C(C=CC=C1)C=1N=CC2=C(N1)C(=CN2COCC[Si](C)(C)C)C(C2=CC=C(C=C2)C=2N(C=C(N2)C(F)(F)F)C)OC